FC=1C=C(C=CC1CN(C1CCOCC1)C)B(O)O (3-FLUORO-4-([METHYL(OXAN-4-YL)AMINO]METHYL)PHENYL)BORANEDIOL